C(CCCCCCCCCCCCCCCCC)(=O)C(O)(C(O)CO)C(CCCCCCCCCCCCCCC)=O stearoyl-palmitoyl-glycerol